2-[4-(benzyloxy)-3-(6-methyl-7-oxo-6,7-dihydro-1H-pyrrolo[2,3-c]pyridin-4-yl)phenyl]-N-ethylacetamide C(C1=CC=CC=C1)OC1=C(C=C(C=C1)CC(=O)NCC)C=1C2=C(C(N(C1)C)=O)NC=C2